C(OCN1C(CCC2=CC=C(C=C12)CCN1CCN(CC1)C1=CC(=CC=2SC=CC21)F)=O)(OCCCCCCCC)=O (7-(2-(4-(6-fluorobenzo[b]thiophen-4-yl)piperazin-1-yl)ethyl)-2-oxo-3,4-dihydroquinolin-1(2H)-yl)methyl octyl carbonate